(R)-(1-(4-(2,6-bis(benzyloxy)pyridin-3-yl)-3,5-difluorophenyl)pyrrolidin-3-yl)methanol C(C1=CC=CC=C1)OC1=NC(=CC=C1C1=C(C=C(C=C1F)N1C[C@@H](CC1)CO)F)OCC1=CC=CC=C1